N1N=CC=2C1=NC=C(C2)NC=2N=CC1=C(N2)N(C(=C1)C(C)=O)C1CCCC1 1-(2-((1H-pyrazolo[3,4-b]pyridin-5-yl)amino)-7-cyclopentyl-7H-pyrrolo[2,3-d]pyrimidin-6-yl)ethan-1-one